COC1=C(C=C2C(=NC=NC2=C1)C=1C(=NN(C1)C)C1=CC=CC=C1)NC(=O)C12CC(C1)C2 N-(7-methoxy-4-(1-methyl-3-phenyl-1H-pyrazol-4-yl)quinazolin-6-yl)bicyclo[1.1.1]pentane-1-carboxamide